fluoro-2'-[(2R)-3-hydroxy-2-methylpropyl]-6'-(methoxymethyl)-2',3'-dihydrospiro[cyclohexane-1,1'-isoindol]-4-one FC1N(C2(C3=CC(=CC=C13)COC)CCC(CC2)=O)C[C@H](CO)C